C(CCCCCCC)C1(C2=CC=CC=C2C=2C=CC(=CC12)C1=NC=C(C=C1)B1OC(C(O1)(C)C)(C)C)CCCCCCCC [2-{9,9-di(n-octyl)fluorene-2-yl}pyridin-5-yl]4,4,5,5-tetramethyl-1,3,2-dioxaborolane